2-(4,7-dimethyl-6-(6-morpholinopyridin-3-yl)-2H-indazol-2-yl)-2-((R)-6-fluoro-6,7-dihydro-5H-pyrrolo[1,2-c]imidazol-1-yl)acetic acid ethyl ester C(C)OC(C(C1=C2N(C=N1)C[C@@H](C2)F)N2N=C1C(=C(C=C(C1=C2)C)C=2C=NC(=CC2)N2CCOCC2)C)=O